5-(2-chloro-6-fluorophenyl)-2-(2,4-difluorophenoxy)-6H-pyrimido[1,6-b]pyridazin-6-one ClC1=C(C(=CC=C1)F)C=1C(N=CN2N=C(C=CC21)OC2=C(C=C(C=C2)F)F)=O